3-iodo-1-phenyl-1H-pyrrole-2,5-dione IC=1C(N(C(C1)=O)C1=CC=CC=C1)=O